((1R,2R)-2-(((4R,7S)-1,3-dioxooctahydro-2H-4,7-methanoisoindol-2-yl) methyl) cyclohexyl) methylmethanesulfonate CCS(=O)(=O)O[C@H]1[C@H](CCCC1)CN1C(C2[C@H]3CC[C@@H](C2C1=O)C3)=O